Tert-butyl (2-((3,5-difluorophenyl)amino)-6-((2,3-dihydro-1H-inden-2-yl)carbamoyl)pyridin-4-yl)carbamate FC=1C=C(C=C(C1)F)NC1=NC(=CC(=C1)NC(OC(C)(C)C)=O)C(NC1CC2=CC=CC=C2C1)=O